pentaerythritol tetra(3-mercaptobutyrate) SC(CC(=O)OCC(COC(CC(C)S)=O)(COC(CC(C)S)=O)COC(CC(C)S)=O)C